C1(CCCC1)N1C2=NC(=NC=C2N=C1NC1=CC=CC=C1)NC1=CC=C(C=C1)N1CCC(CC1)N1CCN(CC1)CC=1C=C2C(N(C(C2=CC1)=O)C1C(NC(CC1)=O)=O)=O 5-((4-(1-(4-((9-cyclopentyl-8-(phenylamino)-9H-purin-2-yl)amino)phenyl)piperidin-4-yl)piperazine-1-yl)methyl)-2-(2,6-dioxopiperidin-3-yl)isoindoline-1,3-dione